(R)-N-(8,9-Difluoro-6-oxo-1,4,5,6-tetrahydro-2H-pyrano[3,4-c]isoquinolin-1-yl)-3-fluoro-N-methyl-4-(trifluoromethyl)benzamide FC=1C(=CC=2C3=C(NC(C2C1)=O)COC[C@@H]3N(C(C3=CC(=C(C=C3)C(F)(F)F)F)=O)C)F